2-ethylhexyl 2-methylprop-2-enoate CC(C(=O)OCC(CCCC)CC)=C